dimethyl 4-((1r,3r)-3-((1-((benzyloxy)carbonyl)piperidin-4-yl)oxy)cyclobutoxy)phthalate C(C1=CC=CC=C1)OC(=O)N1CCC(CC1)OC1CC(C1)OC=1C=C(C(C(=O)OC)=CC1)C(=O)OC